COC(=O)C1=NC2=C(N1)C=C(C(=C2)C2=CC=CC=C2)C2=C(C=CC=C2)CCC 5-phenyl-6-(2-n-propylphenyl)-1H-benzimidazole-carboxylic acid methyl ester